1-(2-((3-methoxybenzyl)oxy)-2-(4-methylphenyl)ethyl)-1H-imidazole COC=1C=C(COC(CN2C=NC=C2)C2=CC=C(C=C2)C)C=CC1